3-formyl-2,2-dimethyl-cyclopropanecarboxylic acid methyl ester COC(=O)C1C(C1C=O)(C)C